5-amino-6-(2-(benzyloxy)ethoxy)-2H-indazol NC1=CC2=CNN=C2C=C1OCCOCC1=CC=CC=C1